CC1C(C=NN1C(=O)N)C1=CC=CC=C1 5-methyl-4-phenyl-4,5-dihydro-1H-pyrazole-1-carboxamide